NC1=C2C(=NC=N1)N(N=C2C2=CC=C(C=C2)OC2=CC=CC=C2)[C@H]2CN(CCC2)CCOCCOCCSC2=C1CN(CC1=CC=C2)C2C(NC(CC2)=O)=O 4-((2-(2-(2-((R)-3-(4-amino-3-(4-phenoxyphenyl)-1H-pyrazolo[3,4-d]pyrimidine-1-yl)piperidin-1-yl)ethoxy)ethoxy)ethyl)thio)-2-(2,6-dioxopiperidin-3-yl)isoindoline